2-[4-(benzyloxymethyl)cyclohexyl]-7-isopropoxy-imidazo[1,2-a]pyrimidine-6-carboxylic acid methyl ester COC(=O)C=1C(=NC=2N(C1)C=C(N2)C2CCC(CC2)COCC2=CC=CC=C2)OC(C)C